(S)-1-benzyl-3-methylpiperidin-4-one (2S,3R)-2,3-bis((4-methylbenzoyl)oxy)succinate CC1=CC=C(C(=O)O[C@H](C(=O)O)[C@H](C(=O)O)OC(C2=CC=C(C=C2)C)=O)C=C1.C(C1=CC=CC=C1)N1C[C@@H](C(CC1)=O)C